N[C@]1(CN(CC1)C1=C(CN2C3=NC=NC(=C3N=C2)N)C(=CC(=C1)Cl)Br)C1=NNC=N1 (R)-9-(2-(3-amino-3-(1H-1,2,4-triazol-3-yl)pyrrolidin-1-yl)-6-bromo-4-chlorobenzyl)-9H-purin-6-amine